BrC=1C=2N(C=CC1)N=C(N2)NC=2C=NNC2 N-[8-bromo-[1,2,4]triazolo[1,5-a]pyridin-2-yl]-1H-pyrazol-4-amine